N1(CCCCC1)CCN piperidin-1-ylethylamine